Di-tert-butyl 3,3'-(((ethane-1,2-diylbis(oxy))bis(prop-1-yne-3,1-diyl))bis(1-oxoisoindoline-4,2-diyl))bis(2,6-dioxopiperidine-1-carboxylate) C(COCC#CC1=C2CN(C(C2=CC=C1)=O)C1C(N(C(CC1)=O)C(=O)OC(C)(C)C)=O)OCC#CC1=C2CN(C(C2=CC=C1)=O)C1C(N(C(CC1)=O)C(=O)OC(C)(C)C)=O